1-(chloromethyl)-5-cyclopropyl-2-ethoxy-4-(4-fluorophenyl)benzene ClCC1=C(C=C(C(=C1)C1CC1)C1=CC=C(C=C1)F)OCC